(4-methoxyphenyl)benzanilide COC1=CC=C(C=C1)C1=C(C(=O)NC2=CC=CC=C2)C=CC=C1